N-(4,4-difluoropyrrolidin-3-yl)-6-(6-(5,5-dimethyl-5,6-dihydro-4H-pyrrolo[1,2-b]pyrazol-3-yl)imidazo[1,2-b]pyridazin-3-yl)pyridin-2-amine FC1(C(CNC1)NC1=NC(=CC=C1)C1=CN=C2N1N=C(C=C2)C2=C1N(N=C2)CC(C1)(C)C)F